ClC1=CC=C(CN2C[C@H](N(C(C2)=O)C2CC3(C2)CCN(CC3)C(=O)OC(C)(C)C)C3=C(C=CC=C3)C(C)C)C=C1 |o1:8| Tert-butyl (R or S)-2-(4-(4-chlorobenzyl)-2-(2-isopropylphenyl)-6-oxopiperazin-1-yl)-7-azaspiro[3.5]Nonane-7-carboxylate